5-acetamido-2,4,6-tri-iodoisophthaloyl chloride C(C)(=O)NC=1C(=C(C(=C(C(=O)Cl)C1I)I)C(=O)Cl)I